N-(2-cyclopropyl-4-(trifluoromethyl)phenyl)-2-(5-(1-(2-(2,6-dioxopiperidin-3-yl)-1,3-dioxoisoindolin-5-yl)azetidin-3-yl)-5,6-dihydropyrrolo[3,4-c]pyrazol-1(4H)-yl)-2-methylpropanamide C1(CC1)C1=C(C=CC(=C1)C(F)(F)F)NC(C(C)(C)N1N=CC2=C1CN(C2)C2CN(C2)C=2C=C1C(N(C(C1=CC2)=O)C2C(NC(CC2)=O)=O)=O)=O